C(C)(C)(C)C1=CC=C(C=C1)C(CC(O)C1=CC=C(C=C1)OC)O (4'-tert-butylphenyl)-3-(4'-methoxyphenyl)-1,3-propanediol